CC1(C[C@H](C[C@@H]1OCCCCC1=NC=2NCCCC2C=C1)N([C@@H](C(=O)O)C1=C2[C@H](CCOC2=CC=C1)C)C)C (R)-2-(((1R,4S)-3,3-dimethyl-4-(4-(5,6,7,8-tetrahydro-1,8-naphthyridin-2-yl)butoxy)cyclopentyl)(methyl)amino)-2-((S)-4-methylchroman-5-yl)acetic acid